(S)-1-(3-bicyclo[1.1.1]pentanyl)-2-[5-[2-[(2,6-dimethylpyrimidin-4-yl)amino]pyrazolo[1,5-a]pyridin-5-yl]-1-methyl-pyrazol-4-yl]oxy-ethanol C12CC(C1)(C2)[C@@H](COC=2C=NN(C2C2=CC=1N(C=C2)N=C(C1)NC1=NC(=NC(=C1)C)C)C)O